(3R,5aS,6R,8aS,9R,10S,12R,12aR)-10-(cyclohexyloxy)-3,6,9-trimethyldecahydro-12H-3,12-epoxypyrano[4,3-j][1,2]benzodioxepine C1(CCCCC1)O[C@@H]1[C@@H]([C@@H]2CC[C@H]([C@@H]3CC[C@]4(OO[C@]32[C@H](O1)O4)C)C)C